N-hydroxy-1-(4-((trifluoromethyl)thio)phenyl)cyclopropane-1-carboximidamide ONC(=N)C1(CC1)C1=CC=C(C=C1)SC(F)(F)F